BrC=1C=C2C=CC(=CC2=CC1)CO 6-bromo-2-naphthalene-methanol